racemic-6-((2-ethylmorpholino)methyl)-4-(trifluoromethyl)isoindolin-1-one C(C)[C@H]1OCCN(C1)CC1=CC(=C2CNC(C2=C1)=O)C(F)(F)F |r|